BrC=1C=CC=2N(C1)C(=C(N2)CC)NC 6-bromo-2-ethyl-N-methylimidazo[1,2-a]pyridin-3-amine